7-Bromo-5-(4-phenoxyphenyl)-5H-pyrrolo[3,2-d]pyrimidin-4-amine BrC1=CN(C2=C1N=CN=C2N)C2=CC=C(C=C2)OC2=CC=CC=C2